BrCCCC(=O)OCCCC r-Butyl 4-bromobutyrate